2-ethyl-tin CC[Sn]